[N+](=O)([O-])C=1C=C(C=CC1)C(O)C1=CC=CC=C1 (+)-(3-nitrophenyl)(phenyl)methanol